4-(pyridin-3-yl)pyrimidin-2-amine N1=CC(=CC=C1)C1=NC(=NC=C1)N